Thioxazole S1ONC=C1